NC[C@@H](CC1=CC(=CC=C1)F)C1=C(C(=O)N)C=CC=C1C1=NC=NC=2NC(OC(C21)C)=O ((S)-1-amino-3-(3-fluorophenyl)propan-2-yl)-3-(4-methyl-2-oxo-1,4-dihydro-2H-pyrimido[4,5-d][1,3]oxazin-5-yl)benzamide